(R)-2-amino-N-(2-((R)-2-(2-cyclobutylethyl)-4-(3-(1,1-dioxido-4-oxo-1,2,5-thiadiazolidin-2-yl)-2-fluoro-4-hydroxyphenyl)-2,5-dihydro-1H-pyrrol-1-yl)-2-oxoethyl)-3-methylbutanamide N[C@@H](C(=O)NCC(=O)N1[C@@H](C=C(C1)C1=C(C(=C(C=C1)O)N1S(NC(C1)=O)(=O)=O)F)CCC1CCC1)C(C)C